ClC=1C=C2C=NN(C2=CC1N1C2COCC1CN(C2)C)C=2C=NN(C2)C2CC2 9-(5-chloro-1-(1-cyclopropyl-1H-pyrazol-4-yl)-1H-indazol-6-yl)-7-methyl-3-oxa-7,9-diazabicyclo[3.3.1]nonane